C(C)(C)(C)OC(=O)N[C@H](C(=O)N[C@H](C(=O)OCC1=CC=CC=C1)CO)CCCCNC(=O)OCC1C2=CC=CC=C2C=2C=CC=CC12 benzyl (2S)-2-[(2S)-2-[(tert-butoxycarbonyl)amino]-6-{[(9H-fluoren-9-ylmethoxy)carbonyl]amino}hexanamido]-3-hydroxypropanoate